CIS-3-benzyl-1-(cyclobutylmethyl)-8-(ethyl(methyl)amino)-8-phenyl-1,3-diazaspiro[4.5]decan-2-one C(C1=CC=CC=C1)N1C(N(C2(C1)CCC(CC2)(C2=CC=CC=C2)N(C)CC)CC2CCC2)=O